2-Amino-7,7-dimethylfuro[3,4-d]pyrimidin-5-one NC=1N=CC2=C(N1)C(OC2=O)(C)C